6-(4-Fluorophenyl)-8-methylpyrido[3,2-d]pyrimidin-4-ol FC1=CC=C(C=C1)C=1C=C(C=2N=CN=C(C2N1)O)C